1-(pyridin-2-yl)ethan-1-amine N1=C(C=CC=C1)C(C)N